CC1=CC=CC=2N=CNC21 4-methyl-benzimidazol